CC=1C=CC=C2CCC(NC12)=O 8-Methyl-3,4-dihydroquinolin-2(1H)-one